NC1C(COC1)(O)COC rac-anti-4-amino-3-(methoxymethyl)tetrahydrofuran-3-ol